C1(CCCCC1)C(CCCCCCCC)C(C(=O)O)CCCCCCBr.C1(CCCCC1)C(CCCCCCCC)OC(CCCCCCCBr)=O.COC1=C(C=C(C=C1)N(C1=NC(=NC2=CC=CC=C12)C)C)C(C(=O)NN)CCC 2-(2-Methoxy-5-(methyl-(2-methylquinazolin-4-yl)amino)phenyl)pentanehydrazide 1-cyclohexylnonyl-8-bromooctanoate (1-cyclohexylnonyl-8-bromooctanoate)